BrC1=CC(=NN1CC1CN(CCO1)C(=O)OC(C)(C)C)C(F)(F)F Tert-Butyl 2-((5-Bromo-3-(Trifluoromethyl)-1h-Pyrazol-1-Yl)Methyl)Morpholine-4-Carboxylate